CN1N=C(C2=CC=C(C=C12)N1CCC(CC1)NC)C1C(NC(CC1)=O)=O 3-(1-methyl-6-(4-(methylamino)piperidin-1-yl)-1H-indazol-3-yl)piperidine-2,6-dione